OC=1C(=NC(=NC1)N1C=NC=C1)C(=O)NC1CCC(CC1)OC hydroxy-2-(1H-imidazol-1-yl)-N-((1r,4r)-4-methoxycyclohexyl)pyrimidine-4-carboxamide